1-benzopiperidine-4-carbaldehyde N1CCC(C2=C1C=CC=C2)C=O